NC1=C(C=C(C=C1)Cl)C(C)=O 1-(2-amino-5-chlorophenyl)ethanone